FC1(COC2(C3=NC(=CC(=C31)OC3COC3)C3=CN(C1=CN=C(C=C13)NC(C)=O)C)COCC2)F N-(3-(5',5'-difluoro-4'-(oxetan-3-yloxy)-4,5,5',6'-tetrahydro-2H-spiro[furan-3,8'-pyrano[3,4-b]pyridin]-2'-yl)-1-methyl-1H-pyrrolo[2,3-c]pyridin-5-yl)acetamide